C(C)(C)(C)OC(N(CC=1SC=CC1)C1=C2C(=NC(=C1)Cl)C(=CS2)CF)=O (5-Chloro-3-(fluoromethyl)thieno[3,2-b]pyridin-7-yl)(thiophen-2-ylmethyl)carbamic acid tert-butyl ester